ClC1=CC(=NC=C1)[C@H]1[C@@H](C1)C(=O)NC1=NC=NC(=C1)NCC=1N=C2N(C=C(C=C2)C2CC2)C1 (1R,2R)-2-(4-chloropyridin-2-yl)-N-(6-(((6-cyclopropylimidazo[1,2-a]pyridin-2-yl)methyl)amino)pyrimidin-4-yl)cyclopropane-1-carboxamide